tert-butyl (3R)-3-methylsulfonyloxypiperidine-1-carboxylate CS(=O)(=O)O[C@H]1CN(CCC1)C(=O)OC(C)(C)C